2-[(4-fluorophenyl)methyl]-2-azaspiro[3.3]heptan-6-yl (2R,5S)-2,5-dimethyl-4-[5-(trifluoromethyl)pyrimidin-2-yl]piperazine-1-carboxylate C[C@H]1N(C[C@@H](N(C1)C1=NC=C(C=N1)C(F)(F)F)C)C(=O)OC1CC2(CN(C2)CC2=CC=C(C=C2)F)C1